Cl.COC=1C=C2C(=C3CN(C(C13)=O)C1C(NC(CC1)=O)=O)OCC21CCNCC1 3-(5-methoxy-6-oxo-6,8-dihydro-2H,7H-spiro[furo[2,3-e]isoindole-3,4'-piperidin]-7-yl)piperidine-2,6-dione hydrochloride